CC(C)(C)S(=O)N[C@H](C1CCN(CC1)C(=O)OC(C)(C)C)C1=C(C(=C(C=C1OCC=C)Cl)Cl)Cl tert-butyl 4-[(R)-[(2-methylpropane-2-sulfinyl)amino][2,3,4-trichloro-6-(prop-2-en-1-yloxy)phenyl]methyl]piperidine-1-carboxylate